2-(6-((2-amino-6-morpholinopyrimidin-4-yl)amino)-1H-pyrazolo[4,3-c]pyridin-1-yl)-3-chlorobenzonitrile NC1=NC(=CC(=N1)NC1=CC2=C(C=N1)C=NN2C2=C(C#N)C=CC=C2Cl)N2CCOCC2